[Pd](=S)=S palladium disulphide